C(C)C1=C(C=NC(=C1)CN1CC2CCC(C1)N2S(=O)(=O)C)C2=C(C=C(C=C2)C(C(F)(F)F)(C(F)(F)F)O)C 2-(4-(4-ethyl-6-((8-(methylsulfonyl)-3,8-diazabicyclo[3.2.1]octan-3-yl)methyl)pyridin-3-yl)-3-methylphenyl)-1,1,1,3,3,3-hexafluoropropan-2-ol